C(\C=C\CCCCCCCCC)(=O)SCCNC(CCNC([C@@H](C(COP(OP(OC[C@@H]1[C@H]([C@H]([C@@H](O1)N1C=NC=2C(N)=NC=NC12)O)OP(=O)(O)O)(=O)O)(=O)O)(C)C)O)=O)=O trans-dodecenoyl-CoA